ClC=1C(=NC(=CC1)OC(F)F)N1N=NC(=C1C)C1=C(C=CC=C1F)F 3-chloro-6-(difluoromethoxy)-2-(4-(2,6-difluorophenyl)-5-methyl-1H-1,2,3-triazol-1-yl)pyridine